(S)-2-((tert-butoxycarbonyl)amino)-4-((2-hydroxy-2-methylpropyl)(4-(5,6,7,8-tetrahydro-1,8-naphthyridin-2-yl)butyl)amino)butanoic acid C(C)(C)(C)OC(=O)N[C@H](C(=O)O)CCN(CCCCC1=NC=2NCCCC2C=C1)CC(C)(C)O